COCCOCC(CNC)OCCO 2-((1-(2-methoxyethoxy)-3-(methylamino)propan-2-yl)oxy)ethan-1-ol